(2S,4R)-4-fluoro-1-(2-methanesulfonylacetyl)-N-[(S)-phenyl[4-(propan-2-yl)phenyl]methyl]pyrrolidine-2-carboxamide F[C@@H]1C[C@H](N(C1)C(CS(=O)(=O)C)=O)C(=O)N[C@H](C1=CC=C(C=C1)C(C)C)C1=CC=CC=C1